N,N-dimethylcyclobutylamine CN(C)C1CCC1